4-((2-fluorophenyl)ethynyl)-N-((4-fluorotetrahydro-2H-pyran-4-yl)methyl)benzamide FC1=C(C=CC=C1)C#CC1=CC=C(C(=O)NCC2(CCOCC2)F)C=C1